2-(8-methyl-3,8-diazabicyclo[3.2.1]Octane-3-yl)butanamide methyl-4-(5-((3S,4S)-3-methoxy-4-(3-tridecylureido)pyrrolidin-1-yl)thiazol-2-yl)benzoate COC(C1=CC=C(C=C1)C=1SC(=CN1)N1C[C@@H]([C@H](C1)NC(=O)NCCCCCCCCCCCCC)OC)=O.CN1C2CN(CC1CC2)C(C(=O)N)CC